4-(5-hydroxy-2-methylpent-3-yn-2-yl)piperazine-1-carboxylic acid tert-butyl ester C(C)(C)(C)OC(=O)N1CCN(CC1)C(C)(C#CCO)C